ClC=1N=NC=C(C1N1CCC(CC1)NC(O)=O)C1=CC(=CC(=C1)C)F N-{1-[3-chloro-5-(3-fluoro-5-methylphenyl)pyridazin-4-yl]Piperidin-4-yl}carbamic acid